5-methyl-1H-pyrazole-4-carboxylic acid CC1=C(C=NN1)C(=O)O